NC1=NC=CC(=C1)CN1C(N(C([C@H]1C(C)C)=O)C1=CC=C(C=C1)SC(F)(F)F)=O (R)-1-((2-aminopyridin-4-yl)methyl)-5-isopropyl-3-(4-((trifluoromethyl)thio)phenyl)imidazolidine-2,4-dione